2-(2-buten-1-yl)-naphthalene C(C=CC)C1=CC2=CC=CC=C2C=C1